FC=1C=C(C=CC1OC)S(/C=C/CNC(=O)C=1C(NC=2CCCCC2C1)=O)(=O)=NCCF N-[(2E)-3-[(3-fluoro-4-methoxyphenyl)[(2-fluoroethyl)imino]oxo-λ6-sulfanyl]prop-2-en-1-yl]-2-oxo-1,2,5,6,7,8-hexahydroquinoline-3-carboxamide